BrC=1C=CC(=C(C1)NC1=NC=NC2=CC(=C(C=C12)[N+](=O)[O-])OCCOC)OC N-(5-bromo-2-methoxyphenyl)-7-(2-methoxyethoxy)-6-nitroquinazolin-4-amine